FC1=CC=C(C=C1)N1N=CC2=C1C[C@@H]1CCN(C[C@]1(C2)C(=O)C=2SC=CN2)S(=O)(=O)C2=NN(N=C2)C ((4aR,8aS)-1-(4-Fluorophenyl)-6-((2-methyl-2H-1,2,3-triazol-4-yl)sulfonyl)-4,4a,5,6,7,8,8a,9-octahydro-1H-pyrazolo[3,4-g]isochinolin-4a-yl)(thiazol-2-yl)methanon